O=C1NC(CCC1N1C(C2=CC=C(C=C2C1=O)N1CC(C1)CCCO)=O)=O 2-(2,6-dioxopiperidin-3-yl)-5-(3-(3-hydroxypropyl)azetidin-1-yl)isoindoline-1,3-dione